4-Fluoro-N-(6-(1-(1-methylpiperidin-4-yl)-1H-pyrazol-4-yl)isoquinolin-3-yl)Benzamide tert-butyl-(1-(4-amino-2-(trifluoromethyl)benzyl)piperidin-4-yl)(methyl)carbamate C(C)(C)(C)OC(N(C)C1CCN(CC1)CC1=C(C=C(C=C1)N)C(F)(F)F)=O.FC1=CC=C(C(=O)NC=2N=CC3=CC=C(C=C3C2)C=2C=NN(C2)C2CCN(CC2)C)C=C1